NC1=NC=CC2=CC=C(C=C12)C=1C=C2C(CC3(CCN(CC3)C(=O)OC)C2=CC1)OC1=C(C=CC(=C1)OC)CC(=O)OCC methyl 5-(1-aminoisoquinolin-7-yl)-3-(2-(2-ethoxy-2-oxoethyl)-5-methoxyphenoxy)-2,3-dihydrospiro[indene-1,4'-piperidine]-1'-carboxylate